6-ethoxy-N-((R)-2-hydroxy-2-((S)-1,2,3,4-tetrahydroisoquinolin-3-yl)ethyl)-1-oxo-2-phenylisoindoline-5-carboxamide hydrochloride Cl.C(C)OC1=C(C=C2CN(C(C2=C1)=O)C1=CC=CC=C1)C(=O)NC[C@H]([C@H]1NCC2=CC=CC=C2C1)O